6-amino-7-(3-benzyloxy-2,6-dimethyl-phenyl)-3-(2-fluorophenyl)benzimidazole-5-carbonitrile NC=1C(=CC2=C(N=CN2C2=C(C=CC=C2)F)C1C1=C(C(=CC=C1C)OCC1=CC=CC=C1)C)C#N